(4R,5S,7R,8R,9S,10R)-4-((2,3-difluoro-6-hydroxybenzyl)amino)-7-(hydroxymethyl)-9-(4-(3,4,5-trifluorophenyl)-1H-1,2,3-triazol-1-yl)-1,6-dioxaspiro[4.5]decane-8,10-diol FC1=C(CN[C@@H]2CCO[C@]23O[C@@H]([C@@H]([C@@H]([C@H]3O)N3N=NC(=C3)C3=CC(=C(C(=C3)F)F)F)O)CO)C(=CC=C1F)O